(+/-)-5-[4-(2,6-difluoro-4-{[5-(hydroxymethyl)-5-methyl-5,6-dihydro-4H-1,3-oxazin-2-yl]amino}phenoxy)-1H-pyrrolo[2,3-b]pyridin-3-yl]-2-ethoxypyridine-3-carbonitrile FC1=C(OC2=C3C(=NC=C2)NC=C3C=3C=C(C(=NC3)OCC)C#N)C(=CC(=C1)NC=1OC[C@@](CN1)(C)CO)F |r|